N-(4-(4-Amino-1-(oxetan-3-yl)-1H-pyrazolo[3,4-d]pyrimidin-3-yl)-2-fluorobenzeneyl)-6-isopropyl-2-(5-methylpyridin-2-yl)-3-oxo-2,3-dihydropyridazine-4-carboxamide NC1=C2C(=NC=N1)N(N=C2C2=CC(=C(C=C2)NC(=O)C=2C(N(N=C(C2)C(C)C)C2=NC=C(C=C2)C)=O)F)C2COC2